COC1=CC=C(CS(=O)(=O)C=2C=C(C(=NC2)C=2OC(=NN2)CO[Si](C(C)C)(C(C)C)C(C)C)N)C=C1 5-(4-methoxy-benzylsulfonyl)-2-(5-triisopropylsilanyloxymethyl-[1,3,4]oxadiazol-2-yl)-pyridin-3-ylamine